Cl.CN1CC2C(C1)CN(C2)C2=CC=C(N=N2)C2=CC=C(C=1N=CSC12)C=1C=NNC1 7-{6-[(exo)-5-methyl-hexahydropyrrolo[3,4-c]pyrrol-2-yl]pyridazin-3-yl}-4-(1H-pyrazol-4-yl)-1,3-benzothiazole hydrochloride